P(=O)(OC(C)(C)C)(OC1=C2C(=CNC2=CC=C1)CCN(C)C)[O-] tert-butyl (3-(2-(dimethylamino)ethyl)-1H-indol-4-yl) phosphate